(E)-6-methylhept-2-yl acetate C(C)(=O)OC(C)CCCC(C)C